rac-(3aR,5R,7S,7aR)-1,3,3,5,7-pentamethyl-5-(5-methylthiophen-3-yl)octahydrobenzo[c]isoxazole CN1OC([C@H]2[C@H]1[C@H](C[C@](C2)(C2=CSC(=C2)C)C)C)(C)C |r|